8-methyl-4-((1-methylpiperidin-3-yl)amino)phthalazine CC=1C=CC=C2C(=NN=CC12)NC1CN(CCC1)C